Methyl 3-[4-[(1-acetyl-4-piperidyl)oxy]anilino]-5-(methylamino)-6-(3-methylimidazo[4,5-c]pyridin-7-yl)pyrazine-2-carboxylate C(C)(=O)N1CCC(CC1)OC1=CC=C(NC=2C(=NC(=C(N2)NC)C=2C3=C(C=NC2)N(C=N3)C)C(=O)OC)C=C1